N-[4-(ethylamino)-1-methylbutyl]-7-chloroquinoline-4-amine C(C)NCCCC(C)NC1=CC=NC2=CC(=CC=C12)Cl